C(=C)N1C(=NC=C1)CCCC N-vinyl-butyl-imidazole